CC1(CN(C1)C1=CC=C(C=N1)C=1N=C2SCCCN2C(C1C#N)=O)C 8-[6-(3,3-dimethylazetidin-1-yl)pyridin-3-yl]-6-oxo-2H,3H,4H,6H-pyrimido[2,1-b][1,3]thiazine-7-carbonitrile